[Br-].C(CCCCCCCCCCCCC)[N+](C)(C)CCO N-tetradecyl-N-(2-hydroxyethyl)-N,N-dimethyl-ammonium bromide